ClC=1C(=CC(=NC1)CO)C(F)(F)F [5-Chloro-4-(trifluoromethyl)pyridin-2-yl]methanol